NCC1=NNC(C2=CC=C(C=C12)C1=C(N(N=C1)C)C=1C=NN(C1C#N)C)=O 4-(4-(aminomethyl)-1-oxo-1,2-dihydrophthalazin-6-yl)-1',2-dimethyl-1'H,2H-[3,4'-bipyrazole]-5'-carbonitrile